FC(C=1OC(=NN1)C1=CC=C(C=C1)CN1N=C(N=N1)C1=C(C=CC=C1)F)F 2-(difluoromethyl)-5-(4-((5-(2-fluorophenyl)-2H-tetrazol-2-yl)methyl)phenyl)-1,3,4-oxadiazole